[N+](=O)([O-])C1=CC=C(COC(=O)C=2N3C([C@@H]([C@H]3[C@H](C2OP(=O)(OC2=CC=CC=C2)OC2=CC=CC=C2)C)[C@@H](C)N2N=NN=C2)=O)C=C1 (4R,5R,6S)-6-((R)-1-(1H-tetrazol-1-yl)ethyl)-3-(diphenoxyphosphoryloxy)-4-methyl-7-oxo-1-azabicyclo[3.2.0]hept-2-ene-2-carboxylic acid 4-nitrobenzyl ester